BrC1=CC=C(C=N1)C=1C=C(N=NC1)Cl 5-(6-bromopyridin-3-yl)-3-chloropyridazine